(S)-1-(4-bromo-1-((2-(trimethylsilyl)ethoxy)methyl)-1H-imidazol-2-yl)but-3-en-1-amine BrC=1N=C(N(C1)COCC[Si](C)(C)C)[C@H](CC=C)N